C(#CC)C1=NC=CC=C1N 2-Prop-1-ynyl-pyridin-3-ylamine